(E,E)-2,4-HEXADIENOIC ACID C(\C=C\C=C\C)(=O)O